((R)-3-(4-Fluorophenyl)pyrrolidin-1-yl)(4-((R)-2-hydroxy-3-(1H-1,2,4-triazol-1-yl)propoxy)phenyl)methanon FC1=CC=C(C=C1)[C@@H]1CN(CC1)C(=O)C1=CC=C(C=C1)OC[C@@H](CN1N=CN=C1)O